C(=O)O.C(C)(C)C=1N=C(C2=C(N1)C=NN2)NCC2=CC=C(C=C2)B(O)O 4-[([5-isopropyl-1H-pyrazolo[4,3-d]pyrimidin-7-yl]amino)methyl]phenylboronic acid formic acid salt